3-(4-((4-(1-(6-((6-acetyl-8-cyclopentyl-5-methyl-7-oxo-7,8-dihydropyrido[2,3-d]pyrimidin-2-yl)amino)pyridin-3-yl)piperidin-4-yl)piperazin-1-yl)methyl)phenyl)piperidine-2,6-dione C(C)(=O)C1=C(C2=C(N=C(N=C2)NC2=CC=C(C=N2)N2CCC(CC2)N2CCN(CC2)CC2=CC=C(C=C2)C2C(NC(CC2)=O)=O)N(C1=O)C1CCCC1)C